6,7-dihydro-5H-pyrido[2,3-b]azepin-8(9H)-one N1=CC=CC2=C1NC(CCC2)=O